N-[(1R)-1-[3-amino-5-(trifluoromethyl)phenyl]ethyl]-6-oxo-1-[3-(1H-triazol-5-yl)phenyl]pyridine-3-carboxamide NC=1C=C(C=C(C1)C(F)(F)F)[C@@H](C)NC(=O)C1=CN(C(C=C1)=O)C1=CC(=CC=C1)C1=CN=NN1